ClC=1C=CC(=C(C(=O)NC2=CC(=CC=C2)C=2OC(=NN2)C=2OC=CC2)C1)OCCC 5-Chloro-N-(3-(5-(furan-2-yl)-1,3,4-oxadiazol-2-yl)phenyl)-2-propoxybenzamide